N1=CC(=CC=C1)N1N=C2C=CC(=CC2=C1)C(=O)NCC1=NC=CC=N1 2-(3-pyridinyl)-N-(2-pyrimidinylmethyl)-2H-indazole-5-carboxamide